C(C=1C(C(=O)OCCCCCCCCCC(C)C)=CC=CC1)(=O)OCCCCCCCCCC(C)C di-iso-dodecyl phthalate